N-(tert-butyl)-1-(pyrazin-2-yl)-1,4,5,6,7,8-hexahydro-5,8-epoxycyclohepta[c]pyrazole-3-carboxamide C(C)(C)(C)NC(=O)C=1C2=C(N(N1)C1=NC=CN=C1)C1CCC(C2)O1